2-(3,5-Difluoro-phenyl)-N-[6-[(tetrahydro-pyran-4-ylmethyl)-amino]-2-((S)-2-trifluoromethyl-pyrrolidin-1-yl)-pyridin-3-yl]-acetamide FC=1C=C(C=C(C1)F)CC(=O)NC=1C(=NC(=CC1)NCC1CCOCC1)N1[C@@H](CCC1)C(F)(F)F